C(C)(C)C1=CN=C(S1)NC([C@@H](C)C=1C=C(C=CC1)C=1N=CC(=NC1)NC(C=C)=O)=O (S)-N-(5-(3-(1-((5-isopropylthiazol-2-yl)amino)-1-oxopropan-2-Yl)phenyl)pyrazin-2-yl)acrylamide